C1(CCC1)CNCC=1NC2=CC(=CC=C2C1)CN1N=NC(=C1)C1=C2C=NNC2=CC(=C1)N(C)C 4-(1-((2-(((cyclobutylmethyl)amino)methyl)-1H-indol-6-yl)methyl)-1H-1,2,3-triazol-4-yl)-N,N-dimethyl-1H-indazol-6-amine